6-((1S,2S)-2-(6-(2,4-dimethoxypyrimidin-5-yl)-3-fluoroimidazo[1,2-b]pyridazin-8-yl)cyclopropyl)-3,3-dimethyl-1-(2,2,2-trifluoroethyl)indolin-2-one COC1=NC=C(C(=N1)OC)C=1C=C(C=2N(N1)C(=CN2)F)[C@@H]2[C@H](C2)C2=CC=C1C(C(N(C1=C2)CC(F)(F)F)=O)(C)C